N=1C=NN2C=NC(=CC21)OC2=C(C=C(C=C2)NC2=NC=NC1=CC=C(C=C21)OC2CC1CCC(C2)N1C(C=C)=O)C 1-(3-((4-((4-([1,2,4]Triazolo[1,5-c]pyrimidin-7-yloxy)-3-methylphenyl)amino)quinazolin-6-yl)oxy)-8-azabicyclo[3.2.1]octan-8-yl)prop-2-en-1-one